P(=O)(O)(O)O[C@H]1[C@]([C@@H](O[C@@H]1CO)N1C=NC=2C(=O)NC(N)=NC12)(O)C 2'-methylguanosine-3'-phosphate